(2S,4R)-N-((4-carbamimidoylthiophen-2-yl)methyl)-1-((4-phenoxybenzoyl)glycyl)-4-(trifluoromethoxy)pyrrolidine-2-carboxamide C(N)(=N)C=1C=C(SC1)CNC(=O)[C@H]1N(C[C@@H](C1)OC(F)(F)F)C(CNC(C1=CC=C(C=C1)OC1=CC=CC=C1)=O)=O